2-hydroxy-4-((S)-pyrrolidin-2-yl)butanoic acid OC(C(=O)O)CC[C@H]1NCCC1